FC1=C(C=CC(=C1)C(F)(F)F)/C=C/C(=O)NC(C(=O)OCC)C(C)=O (E)-ethyl 2-(3-(2-fluoro-4-(trifluoromethyl) phenyl) acrylamido)-3-oxobutanoate